(S)-1-(1-(tert-butoxycarbonyl)pyrrolidin-3-yl)-3-((3,5-dimethoxyphenyl)ethynyl)-1H-pyrazole C(C)(C)(C)OC(=O)N1C[C@H](CC1)N1N=C(C=C1)C#CC1=CC(=CC(=C1)OC)OC